5-(2-oxa-6-aza-spiro[3.4]octane-6-yl)pyrazolo[1,5-a]pyrimidine-3-carboxamide C1OCC12CN(CC2)C2=NC=1N(C=C2)N=CC1C(=O)N